5-Methoxy-1,2,3,4-tetrahydroquinoline COC1=C2CCCNC2=CC=C1